N-(5-sulfamoyl-1,3,4-thiadiazole-2-yl)acetamide S(N)(=O)(=O)C1=NN=C(S1)NC(C)=O